tert-butyl 4-(6,7-dimethyl-2-(2-(1-methyl-1H-pyrazol-4-yl)morpholino)-8-oxo-7,8-dihydropyrimido[5,4-d]pyrimidin-4-yl)-3,6-dihydropyridine-1(2H)-carboxylate CC=1N(C(C=2N=C(N=C(C2N1)C=1CCN(CC1)C(=O)OC(C)(C)C)N1CC(OCC1)C=1C=NN(C1)C)=O)C